FC=1C=C(C=C(C1)F)C1=NOC2(C1CCC2O)C(=O)OC methyl 3-(3,5-difluorophenyl)-6-hydroxy-3a,4,5,6-tetrahydrocyclopenta[d]isoxazole-6a-carboxylate